1-(4-nitrophenyl)-5-(3,4-dimethoxyphenyl)-3-(trifluoromethyl)-1H-pyrazole-4-carbonitrile [N+](=O)([O-])C1=CC=C(C=C1)N1N=C(C(=C1C1=CC(=C(C=C1)OC)OC)C#N)C(F)(F)F